C=C(C(=O)OC(C(F)(F)F)CC(OCC(Cl)(Cl)Cl)=O)CC(=O)[O-] 1-((-)-1,1,1-trifluoro-4-oxo-4-(2,2,2-trichloroethoxy)butan-2-yl) 2-methylenesuccinate